C(C)O (S)-1-ethanol